4-bromo-3-chloro-2-hydroxybenzaldehyde BrC1=C(C(=C(C=O)C=C1)O)Cl